CNC(=O)C1CCC(CC1)NC(OC(C)(C)C)=O tert-butyl N-[4-(methylcarbamoyl) cyclohexyl]carbamate